2-dimethylamino-1,3-dimethyl-1,4-dihydropyrimidinium CN(C1[NH+](C=CCN1C)C)C